rac-8-bromo-5-methyl-4,5-dihydronaphtho[2,1-d]isoxazol-3-amine BrC1=CC=C2[C@@H](CC=3C(=NOC3C2=C1)N)C |r|